sodium octanoyl-cysteine tert-butyl-[(2R)-1-[4-(benzyloxy)-6-bromo-2-fluoro-3-(2,2,2-trifluoroacetamido)phenyl]-3-{[tri(propan-2-yl)silyl]oxy}propan-2-yl]carbamate C(C)(C)(C)N(C([O-])=O)[C@H](CC1=C(C(=C(C=C1Br)OCC1=CC=CC=C1)NC(C(F)(F)F)=O)F)CO[Si](C(C)C)(C(C)C)C(C)C.C(CCCCCCC)(=O)N[C@@H](CS)C(=O)O.[Na+]